C1(CC1)NC(C1=C(C=C(C(=C1)C=1C=NC(=C(C1)C1=CN=CO1)N[C@H](CO)C)C)F)=O (S)-N-cyclopropyl-2-fluoro-5-(6-((1-hydroxypropan-2-yl)amino)-5-(oxazol-5-yl)pyridin-3-yl)-4-methylbenzamide